FC1=C(C=C(C=N1)[C@H](C)N1C(C2=CC(=CC(=C2CC1)CN1CCOCC1)CN1C(=NC=C1)NC)=O)OC (S)-2-(1-(6-fluoro-5-methoxypyridin-3-yl)ethyl)-7-((2-(methylamino)-1H-imidazol-1-yl)methyl)-5-(morpholinomethyl)-3,4-dihydroisoquinolin-1(2H)-one